1,3-diisocyanatomethyl-cyclohexane N(=C=O)CC1CC(CCC1)CN=C=O